4-amino-N-[4-[[2-(3-carbamimidoylphenyl)-1-(6-methoxy-1,3-benzothiazol-2-yl)ethyl]sulfamoyl]phenyl]butanamide NCCCC(=O)NC1=CC=C(C=C1)S(NC(CC1=CC(=CC=C1)C(N)=N)C=1SC2=C(N1)C=CC(=C2)OC)(=O)=O